2-[1-(4-methyl-1,3-thiazol-2-yl)-1H-pyrazol-4-yl]acetic acid CC=1N=C(SC1)N1N=CC(=C1)CC(=O)O